[Co](Cl)Cl.N1C=NC=C1 imidazole cobalt dichloride